3,3-dimethyl-6-nitro-2H-benzofuran CC1(COC2=C1C=CC(=C2)[N+](=O)[O-])C